5-(4-ethylpiperazin-1-yl)methyl-2-aminopyridine C(C)N1CCN(CC1)CC=1C=CC(=NC1)N